6-chloro-7-(5-chloro-6-methyl-1H-indazol-4-yl)-4-{3,8-diazabicyclo[3.2.1]oct-3-yl}-8-fluoroquinazoline ClC=1C=C2C(=NC=NC2=C(C1C1=C2C=NNC2=CC(=C1Cl)C)F)N1CC2CCC(C1)N2